[Si](C)(C)(C(C)(C)C)O[C@H]1C[C@@H](CCC1)N1C=CC2=C1N=C(N=C2)Cl 7-((1R,3R)-3-((tert-butyldimethylsilyl)oxy)cyclohexyl)-2-chloro-7H-pyrrolo[2,3-d]pyrimidine